2-methyl-N-[3-chloro-4-[4-(4-guanidinobutyryl)piperazine-1-carbonyl]phenyl]-5-(2,3-difluoro-4-methoxy-phenyl)-imidazole-2-carboxamide CC1(N=C(C=N1)C1=C(C(=C(C=C1)OC)F)F)C(=O)NC1=CC(=C(C=C1)C(=O)N1CCN(CC1)C(CCCNC(=N)N)=O)Cl